4-(1-(2-Fluoro-4-((2-methoxyethyl)amino)phenyl)-2-methyl-1H-imidazol-4-yl)-N-(1-(methylsulfonyl)piperidin-4-yl)-5-(trifluoromethyl)pyrimidin-2-amine FC1=C(C=CC(=C1)NCCOC)N1C(=NC(=C1)C1=NC(=NC=C1C(F)(F)F)NC1CCN(CC1)S(=O)(=O)C)C